CC(C)N(C(C)C)[Si]([Si](C=C)(C=C)N(C(C)C)C(C)C)(C=C)C=C 1,2-bis(N,N-bis(1-methylethyl)amino)-1,1,2,2-tetravinyldisilane